5-cyclopropyl-4-(((1-(3,5-dichlorobenzyl)-3-fluoroazetidin-3-yl)methoxy)methyl)-2-fluorobenzoic acid C1(CC1)C=1C(=CC(=C(C(=O)O)C1)F)COCC1(CN(C1)CC1=CC(=CC(=C1)Cl)Cl)F